propylbutanal C(CC)C(C=O)CC